[I-].[I-].O=C(CCCCC[N+]1=C2C=C(C=CC2=C2C=CC(=CC2=C1C1=CC=CC=C1)N)N)NCCCOCCOCCOCCCNC(CCCCC[N+]1=C2C=C(C=CC2=C2C=CC(=CC2=C1C1=CC=CC=C1)N)N)=O 5,5'-(6,22-Dioxo-11,14,17-trioxa-7,21-diazaheptacosane-1,27-diyl)bis(3,8-diamino-6-phenylphenanthridin-5-ium) diiodide